5-chloro-1-(4-(5-(difluoromethyl)-1,3,4-oxadiazol-2-yl)-2-fluorobenzyl)-3-(1-(oxetan-3-yl)piperidin-4-yl)-1,3-dihydro-2H-benzo[d]imidazol-2-one ClC1=CC2=C(N(C(N2C2CCN(CC2)C2COC2)=O)CC2=C(C=C(C=C2)C=2OC(=NN2)C(F)F)F)C=C1